9,10-difluoro-2,3,6,11-tetrahydro-1H-benzo[e]indeno[4,5-b]thiepin-6-ol FC1=C(C2=C(C(C3=C(SC2)C=2CCCC2C=C3)O)C=C1)F